2-[4-[(Z)-3-(4-Methoxyphenyl)-3-oxoprop-1-enyl]phenoxy]acetic acid COC1=CC=C(C=C1)C(\C=C/C1=CC=C(OCC(=O)O)C=C1)=O